BrC1=NN(C=C1)C1=CC=CC=C1 3-bromo-1-phenyl-1H-pyrazole